N-(3-(1H-pyrazol-1-yl)benzyl)-4-((dimethylamino)methyl)-N-(3-methoxybenzyl)aniline N1(N=CC=C1)C=1C=C(CN(C2=CC=C(C=C2)CN(C)C)CC2=CC(=CC=C2)OC)C=CC1